ClC1=CC(=NC=N1)N1C[C@H]([C@@H](CC1)N1CC2=CC=CC=C2CC1)O trans-1-(6-chloropyrimidin-4-yl)-4-(3,4-dihydroisoquinolin-2(1H)-yl)piperidine-3-ol